(S)-6-(5-amino-5,7-dihydrospiro[cyclopenta[B]pyridin-6,4'-piperidin]-1'-yl)-3-((3-chloro-2-cyclopropoxypyridin-4-yl)thio)-1H-pyrazolo[3,4-d]pyrimidine-4-carboxamide N[C@@H]1C=2C(=NC=CC2)CC12CCN(CC2)C2=NC(=C1C(=N2)NN=C1SC1=C(C(=NC=C1)OC1CC1)Cl)C(=O)N